ClC1=NC=C(C(=N1)N1CC(CCC1)C1CC1)Cl 2,5-dichloro-4-(3-cyclopropylpiperidin-1-yl)pyrimidine